3-amino-2,6-dichloro-N-(3-chloropropyl)benzamide NC=1C(=C(C(=O)NCCCCl)C(=CC1)Cl)Cl